(E)-5-Chloro-2-(4-isopropyl-3-methoxyphenylvinyl)pyridine ClC=1C=CC(=NC1)\C=C\C1=CC(=C(C=C1)C(C)C)OC